COC(CNCC1=NC=C(C=C1)C#CC1=CC=C(C=C1)C1=CC(=NO1)CN1C(=NC=C1)[C@H](C)OC1OCCCC1)=O ((5-((4-(3-((2-((1S)-1-((tetrahydro-2H-pyran-2-yl)oxy)ethyl)-1H-imidazole-1-yl)methyl)isoxazol-5-yl)phenyl)ethynyl)pyridin-2-yl)methyl)glycine methyl ester